C1(CC1)CN1C=2C3=CN=C(C(O[C@@H](C4=CC(=CC=C4C4=NN(N=C4CC2N=N1)C)F)C)=C3)N (19R)-3-(cyclopropylmethyl)-16-fluoro-10,19-dimethyl-20-oxa-3,4,5,9,10,11,23-heptaazapentacyclo[19.3.1.02,6.08,12.013,18]pentacosa-1(24),2(6),4,8,11,13,15,17,21(25),22-decaen-22-amine